(S)-2-(3-fluoropiperidin-1-yl)benzo[d]oxazol-6-amine F[C@@H]1CN(CCC1)C=1OC2=C(N1)C=CC(=C2)N